(2R,3R,3aR,11aS)-3-{(1E,3ξ)-3-[1-(3-chlorophenyl)cyclopropyl]-3-hydroxy-1-propen-1-yl}-2-hydroxy-1,2,3,3a,4,5,6,11a-octahydrobenzo[b]cyclopenta[g]oxocine-9-carboxylic acid ClC=1C=C(C=CC1)C1(CC1)C(/C=C/[C@H]1[C@@H](C[C@H]2[C@@H]1CCCC1=C(O2)C=C(C=C1)C(=O)O)O)O